1-[(2S,4R)-4-hydroxy-2-[5-(3-methoxyphenyl)-1H-imidazol-2-yl]pyrrolidin-1-yl]-2-(3-methoxy-1,2-oxazol-5-yl)-3-methylbutan-1-one O[C@@H]1C[C@H](N(C1)C(C(C(C)C)C1=CC(=NO1)OC)=O)C=1NC(=CN1)C1=CC(=CC=C1)OC